BrC=1C(=NC(=CC1)Cl)F 3-bromo-6-chloro-2-fluoropyridine